N-((2-((3-((5-ethyl-2-methoxyphenyl)sulfonamido)-4-methoxybenzo[d]isoxazol-6-yl)oxy)oxazol-5-yl)methyl)-2-fluoroacrylamide C(C)C=1C=CC(=C(C1)S(=O)(=O)NC1=NOC2=C1C(=CC(=C2)OC=2OC(=CN2)CNC(C(=C)F)=O)OC)OC